C1=CC2=CNC(=C2C=C1)O isoindolol